Cl.C12CC(CC(CC1)O2)NN endo-(8-oxabicyclo[3.2.1]octan-3-yl)hydrazine hydrogen chloride